2-aminoethyl (R)-4-((4'-(1,1,1,3,3,3-hexafluoro-2-hydroxypropan-2-yl)-[1,1'-biphenyl]-4-yl)methyl)-1-(pyridin-4-ylmethyl)piperazine-2-carboxylate FC(C(C(F)(F)F)(O)C1=CC=C(C=C1)C1=CC=C(C=C1)CN1C[C@@H](N(CC1)CC1=CC=NC=C1)C(=O)OCCN)(F)F